ClC=1C=C(NC2(CCC3(C(=CC4=CC=CC=C34)C#CCOC3=CC=CC=C3)CC2)C(=O)O)C=CC1 (1s,4s)-4-(3-chloroanilino)-2'-(3-phenoxyprop-1-yn-1-yl)spiro[cyclohexane-1,1'-indene]-4-carboxylic acid